Methyl (5-iodo-6-methoxy-2-(trifluoromethoxy)pyridin-3-yl)carbamate IC=1C=C(C(=NC1OC)OC(F)(F)F)NC(OC)=O